The molecule is a aldonolactone phosphate that is L-arabino-1,4-lactone carrying a single phospho substituent at position 5. It is a gamma-lactone and an aldonolactone phosphate. It derives from a L-arabinono-1,4-lactone. It is a conjugate acid of a L-arabino-1,4-lactone-5-phosphate(2-). C([C@H]1[C@@H]([C@H](C(=O)O1)O)O)OP(=O)(O)O